O1C=CC2=C1C=CC(=C2)C=2N(N=C1[C@@H](NCCC12)C)C (7S)-3-(Benzofuran-5-yl)-2,7-dimethyl-5,7-dihydro-4H-pyrazolo[3,4-c]pyridin